BrC1=NC=CC=C1C(F)F 2-bromo-3-(difluoromethyl)-pyridine